C(#C)C1=C2C=CC(=CC2=CC=C1)O 5-ethynyl-naphthalen-2-ol